N,N'-Bis(3-amino-propyl)-1,4-diaminobutan NCCCNCCCCNCCCN